CC1=CC=C(C=C1)S(=O)(=O)[C-]1N(CC(C1=O)C)CC p-toluenesulfonyl-ethyl-4-methyl-1,5-dihydro-2H-2-pyrrolidone